methyl-N-(2-methyl-1,3-benzoxazol-6-yl)benzamide CC1=C(C(=O)NC2=CC3=C(N=C(O3)C)C=C2)C=CC=C1